2-ethylbutyl (S)-3-(3,5-difluorophenyl)-2-(((S)-(perfluorophenoxy)(phenoxy)phosphoryl)amino)propanoate FC=1C=C(C=C(C1)F)C[C@@H](C(=O)OCC(CC)CC)N[P@](=O)(OC1=CC=CC=C1)OC1=C(C(=C(C(=C1F)F)F)F)F